methyl (2R,3S,5S)-5-(difluoromethyl)-2-(((6-(5-fluoropyrimidin-2-yl)bicyclo[4.1.0]heptan-3-yl)oxy)methyl)-3-((1-methylethyl)sulfonamido)pyrrolidine-1-carboxylate FC([C@@H]1C[C@@H]([C@@H](N1C(=O)OC)COC1CC2CC2(CC1)C1=NC=C(C=N1)F)NS(=O)(=O)C(C)C)F